7-(3-methoxy-3-methylbutoxy)-2-(4-methoxyphenyl)[1,2,4]triazolo[1,5-c]quinazolin COC(CCOC1=CC=CC=2C=3N(C=NC12)N=C(N3)C3=CC=C(C=C3)OC)(C)C